ClC=1C2=C(C(=NC1)N)N=CN2 7-chloro-1H-imidazo[4,5-c]pyridine-4-amine